BrC1=CC=C2C(=NC=NC2=C1)N1CCN(CC1)C(=O)OC(C)(C)C Tert-butyl 4-(7-bromoquinazolin-4-yl)piperazine-1-carboxylate